Tert-Butyl 4-methyl-5-(4,4,5,5-tetramethyl-1,3,2-dioxaborolan-2-yl)pyridin-2-ylcarbamate CC1=CC(=NC=C1B1OC(C(O1)(C)C)(C)C)NC(OC(C)(C)C)=O